BrC=1C=C(C=C2C(\C(\COC12)=C\C=1C=CC(=C(C(=O)OC)C1)F)=O)C Methyl (E)-5-((8-bromo-6-methyl-4-oxochroman-3-ylidene)methyl)-2-fluorobenzoate